COC1=CC=C(C=C1)CNC1=NC(=NC=2N1N=CC2CC(F)(F)F)N2CCN(CC2)C(=O)OCC2=CC=CC=C2 benzyl 4-[4-{[(4-methoxyphenyl)methyl]amino}-8-(2,2,2-trifluoroethyl)pyrazolo[1,5-a][1,3,5]triazin-2-yl]piperazine-1-carboxylate